(R)-N-(5-(3,4-difluorophenoxy)pyrazin-2-yl)-2-(3,3-dimethyl-4-(6-oxo-1,6-dihydropyridine-3-carbonyl)piperazin-1-yl)propanamide FC=1C=C(OC=2N=CC(=NC2)NC([C@@H](C)N2CC(N(CC2)C(=O)C2=CNC(C=C2)=O)(C)C)=O)C=CC1F